CC=1C=CC(=NC1)C1=CN(C=CC1=O)CC1CCOCC1 5-methyl-4'-oxo-1'-(tetrahydro-2H-pyran-4-ylmethyl)-1',4'-dihydro-2,3'-bipyridin